[(4R)-1-tert-butoxycarbonylazepan-4-yl] 4-[(4R)-1-tert-butoxycarbonylazepan-4-yl]oxy-6-(1-methylpyrazol-4-yl)pyrazolo[1,5-a]pyrazine-2-carboxylate C(C)(C)(C)OC(=O)N1CC[C@@H](CCC1)OC=1C=2N(C=C(N1)C=1C=NN(C1)C)N=C(C2)C(=O)O[C@H]2CCN(CCC2)C(=O)OC(C)(C)C